ClC=1C(=NC2=CC=CC=C2N1)C1=NC(=NC(=N1)C1=CC=CC=C1)C1=CC=C(C=C1)N1C2=CC=CC=C2C=2C=CC=CC12 9-(4-(4-(3-chloroquinoxalin-2-yl)-6-phenyl-1,3,5-triazin-2-yl)phenyl)-9H-carbazole